2,2-bis(3-triethoxysilylpropoxymethyl)butanol C(C)O[Si](CCCOCC(CO)(CC)COCCC[Si](OCC)(OCC)OCC)(OCC)OCC